N-ethyl-piperidinium C(C)[NH+]1CCCCC1